2,2,3,3-tetrafluoro-1-propanol FC(CO)(C(F)F)F